1-(5-bromo-2-hydroxymethylphenyl)-3-(2-chloropyridin-4-yl)urea BrC=1C=CC(=C(C1)NC(=O)NC1=CC(=NC=C1)Cl)CO